NC1=C(SC2=NC(=CC=C21)C)C(=O)N[C@@H]2CC=1C=CC(=NC1CC2)N2C[C@@H]([C@H](C2)CF)N 3-amino-N-[(6S)-2-[(3R,4S)-3-amino-4-(fluoromethyl)pyrrolidin-1-yl]-5,6,7,8-tetrahydroquinolin-6-yl]-6-methylthieno[2,3-b]pyridine-2-carboxamide